3,5-bis(trifluoromethyl)benzthioamide FC(C=1C=C(C(N)=S)C=C(C1)C(F)(F)F)(F)F